C(C)OC(CC=1C=CN2CCC3(C(C12)=O)CCCCC3)=O 2-(8'-oxo-5',6'-dihydro-8'H-spiro[cyclohexane-1,7'-indolizine]-1'-yl)acetic acid ethyl ester